Chloroethyl-n-butylaluminum ClCC[Al]CCCC